FC=1C=C(C=C(C1CC1=NSC(=N1)C#N)F)C1=CC=CC=C1 3-((3,5-difluoro-[1,1'-biphenyl]-4-yl)methyl)-1,2,4-thiadiazole-5-carbonitrile